CC1=C(/C=C/C=2SC(=C(N2)C2=CC=C(C=C2)F)Br)C=CC=C1 (E)-2-(2-methyl-styryl)-5-bromo-4-(4-fluorophenyl)thiazole